ClC=1C(=C(CN2[C@@H](C[C@@](CC2)(C(=O)O)CC2=NC(=CC(=C2F)C(=O)C2COC2)NC2=NNC(=C2)C)C)C=CC1)F (2R,4R)-1-(3-chloro-2-fluorobenzyl)-4-((3-fluoro-6-((5-methyl-1H-pyrazol-3-yl)amino)-4-(oxetane-3-carbonyl)pyridin-2-yl)methyl)-2-methylpiperidine-4-carboxylic acid